CCC(C)=O 3-butanone